C(#N)C=1C=CC=2N(C3=CC=C(C=C3C2C1)C#N)N1C2=CC=C(C=C2C=2C=C(C=CC12)C#N)C#N 3,3',6,6'-tetracyano-9,9'-bicarbazole